BrC1=CC=C(C(=O)OCC2=C[C@H]3[C@H]4[C@@H](O2)OC([C@@H]3C=C4)=O)C=C1 ((1S,4aS,5R,7aS)-8-oxo-1,4a,5,7a-tetrahydro-1,5-(epoxymethano)cyclopenta[c]pyran-3-yl)methyl 4-bromobenzoate